5-([1,1'-biphenyl]-4-ylmethoxy)-1,2,4-thiadiazole-3-carboxylic acid C1(=CC=C(C=C1)COC1=NC(=NS1)C(=O)O)C1=CC=CC=C1